FC1=CC(=CC=2N(C=NC21)C(C)C)C2=CC(=NC=C2C)NC(=O)[C@@H]2C[C@@H](CCC2)NC(OC)=O methyl ((1R,3S)-3-((4-(4-fluoro-1-isopropyl-1H-benzo[d]imidazol-6-yl)-5-methylpyridin-2-yl)carbamoyl)cyclohexyl)carbamate